C(#N)C=1C=C(C=C(C1)F)C1=NN(C=C1C(=O)N)C (3-cyano-5-fluorophenyl)-1-methyl-1H-pyrazole-4-carboxamide